C1(CC1)[C@H](\C=C\[S@@](=O)(=N)C)NC(=O)C=1C(=NC(=NC1)C(C)(F)F)OC1=CC=CC=C1 N-((R,E)-1-cyclopropyl-3-((R)-S-methylsulfonimidoyl)allyl)-2-(1,1-difluoroethyl)-4-phenoxypyrimidine-5-carboxamide